tert-butyl 7-[cyclopropylmethyl(nitroso)amino]-3,3-dimethyl-2-oxo-indoline-1-carboxylate C1(CC1)CN(C=1C=CC=C2C(C(N(C12)C(=O)OC(C)(C)C)=O)(C)C)N=O